2-acetyl-3,5-dimethyl-pyrazine C(C)(=O)C1=NC=C(N=C1C)C